tert-butyl 6-[[2-oxo-4-[1-(trifluoromethyl) cyclopropyl]-1-pyridinyl] methyl]-2-azaspiro[3.3]heptane-2-carboxylate O=C1N(C=CC(=C1)C1(CC1)C(F)(F)F)CC1CC2(CN(C2)C(=O)OC(C)(C)C)C1